vinyl-tri(β-methoxyethoxy)silane ethyl-5-(tert-butoxycarbonylamino)-2-[3-[tert-butyl(dimethyl)silyl]oxy-3-methyl-butyl]-6-methoxy-7-methyl-pyrazolo[1,5-a]pyridine-3-carboxylate C(C)OC(=O)C=1C(=NN2C1C=C(C(=C2C)OC)NC(=O)OC(C)(C)C)CCC(C)(C)O[Si](C)(C)C(C)(C)C.C(=C)[Si](OCCOC)(OCCOC)OCCOC